hydroxy butyrate, hydrochloride Cl.C(CCC)(=O)OO